1-(2-fluoro-4-methoxythieno[3,2-e]benzofuran-7-yl)ethan-1-one FC=1OC2=C(C1)C1=C(C=C2OC)SC(=C1)C(C)=O